C(C1=CC=CC=C1)N1CC=2C=CN=C(C2CC1)N 6-benzyl-5,6,7,8-tetrahydro-2,6-naphthyridine-1-amine